2-(2-(2-isopropylphenyl)-4-((1-methyl-1H-pyrazol-4-yl)methyl)piperazin-1-yl)-7-azaspiro[3.5]nonane C(C)(C)C1=C(C=CC=C1)C1N(CCN(C1)CC=1C=NN(C1)C)C1CC2(C1)CCNCC2